N-(3-(tert-butyl)isoxazol-5-yl)pyrazolidine-1-carboxamide C(C)(C)(C)C1=NOC(=C1)NC(=O)N1NCCC1